5-[3-({(1S)-1-[(1r,4S)-4-aminocyclohexyl]ethyl}amino)-4-(trifluoromethyl)phenyl]-1,3,4-oxadiazol-2(3H)-one NC1CCC(CC1)[C@H](C)NC=1C=C(C=CC1C(F)(F)F)C1=NNC(O1)=O